C(=O)(O)C=1C=CC2=C(C=CO2)C1 5-carboxybenzofurane